C(#N)C1=CC=C(C=C1)NS(=O)(=O)C1=CNC2=CC(=CC=C12)S(=O)(=O)C N-(4-cyanophenyl)-6-(methylsulfonyl)-1H-indole-3-sulfonamide